2-[4-(5-Pyrrolidin-1-ylpyridine-2-carbonyl)piperazin-1-yl]-3H-quinazolin-4-one N1(CCCC1)C=1C=CC(=NC1)C(=O)N1CCN(CC1)C1=NC2=CC=CC=C2C(N1)=O